(Cis)-2-Boc-hexahydropyrrolo[3,4-c]pyrrole C(=O)(OC(C)(C)C)N1C[C@@H]2CNC[C@@H]2C1